(2R,3R,45S,5R)-2-(6-hydrazino-9H-purin-9-yl)-5-(hydroxymethyl)tetrahydrofuran-3,4-diol N(N)C1=C2N=CN(C2=NC=N1)[C@@H]1O[C@@H](C([C@H]1O)O)CO